(R)-1-(2-cyano-6-fluorophenyl)-4-((4-(3-fluoropyrrolidine-1-carbonyl)phenyl)amino)-1H-pyrazole-3-carboxamide C(#N)C1=C(C(=CC=C1)F)N1N=C(C(=C1)NC1=CC=C(C=C1)C(=O)N1C[C@@H](CC1)F)C(=O)N